C[C@@H]1CN(C(=CC1)C=1C=CC2=C(N=C(S2)C2CN(CC2)C)C1)C(=O)OC(C)(C)C tert-butyl (3S)-3-methyl-6-[2-(1-methylpyrrolidin-3-yl)-1,3-Benzothiazol-5-Yl]-3,4-dihydro-2H-pyridine-1-carboxylate